FC1=CC=C(C=C1)C12C(C=CC=3C[C@@H]4[C@@H]5C=C[C@@H]([C@@]([C@@]5(C13)CCN4C)(O2)C2=NC4=C(N2C2(CCC(CC2)[2H])OC)C=CC(=C4)C=4C(=NOC4C)C)O)O 4-(4-fluorophenyl)-5-(5-(3,5-dimethylisoxazol-4-yl)-1-((trans)-4-deutero-methoxycyclohexyl)-1H-benzo[d]imidazol-2-yl)morphine